3-[[(2S,4S)-4-hydroxy-1-[6-oxo-5-(trifluoromethyl)-1-[[2-(trimethylsilyl)ethoxy]methyl]-1,6-dihydropyridazin-4-yl]pyrrolidin-2-yl]methoxy]benzoic acid O[C@H]1C[C@H](N(C1)C=1C=NN(C(C1C(F)(F)F)=O)COCC[Si](C)(C)C)COC=1C=C(C(=O)O)C=CC1